The molecule is a glycoside formed between the branched tetrasaccharide alpha-L-Fuc-(1->2)-[alpha-D-GalNAc-(1->3)]-beta-D-Gal-(1->4)-beta-D-Glc and the alkenyl alcohol oct-7-en-1-ol. It contains an alpha-L-Fucp-(1->2)-[alpha-D-GalpNAc-(1->3)]-beta-D-Galp-(1->4)-beta-D-Glcp-yl group. It derives from an oct-7-en-1-ol. C[C@H]1[C@H]([C@H]([C@@H]([C@@H](O1)O[C@@H]2[C@H]([C@H]([C@H](O[C@H]2O[C@@H]3[C@H](O[C@H]([C@@H]([C@H]3O)O)OCCCCCCC=C)CO)CO)O)O[C@@H]4[C@@H]([C@H]([C@H]([C@H](O4)CO)O)O)NC(=O)C)O)O)O